ClC=1C(=NN(C1)COC1=CC=C(C=O)C=C1)[N+](=O)[O-] 4-[(4-CHLORO-3-NITRO-1H-PYRAZOL-1-YL)METHOXY]BENZALDEHYDE